FC1=C(C=CC(=C1)F)C1=NC(=CC2=C1N=C(N(C2=O)C)C)N2C[C@@H](OCC2)C=2C=NN(C2)C (S)-8-(2,4-difluorophenyl)-2,3-dimethyl-6-(2-(1-methyl-1H-pyrazol-4-yl)morpholino)pyrido[3,4-d]pyrimidin-4(3H)-one